tert-butyl 3-((3-(4-(2-(tert-butyl) phenoxy)-3-(trifluoromethyl) phenyl)-1,2,4-oxadiazol-5-yl) methyl)-1-(2-morpholinoethyl)-2,4-dioxo-1,3,8-triazaspiro[4.5]decane-8-carboxylate C(C)(C)(C)C1=C(OC2=C(C=C(C=C2)C2=NOC(=N2)CN2C(N(C3(C2=O)CCN(CC3)C(=O)OC(C)(C)C)CCN3CCOCC3)=O)C(F)(F)F)C=CC=C1